((4-methoxybenzyl)thio)-N2-((R)-3-((4-methoxybenzyl)thio)-2-(methylamino)propyl)-N1-methylpropane-1,2-diamine COC1=CC=C(CSC(C(C)NC[C@H](CSCC2=CC=C(C=C2)OC)NC)NC)C=C1